The molecule is an aryl sulfate the mono 4-nitrophenyl ester of sulfuric acid. It has a role as a human metabolite. It is an aryl sulfate and a C-nitro compound. It derives from a 4-nitrophenol. It is a conjugate acid of a 4-nitrophenyl sulfate. C1=CC(=CC=C1[N+](=O)[O-])OS(=O)(=O)O